3-methyl-3-[(4R)-1-methyl-3,3-dimethyl-4-piperidinyl]-urea CN(C(N)=O)[C@H]1C(CN(CC1)C)(C)C